tert-butyl 4-chloro-3-(2-methyl-6-{[(1r,4r)-4-(trifluoromethyl)cyclohexyl]oxy}-pyrimidin-4-yl)-1H-pyrrolo[3,2-c]pyridine-1-carboxylate ClC1=NC=CC2=C1C(=CN2C(=O)OC(C)(C)C)C2=NC(=NC(=C2)OC2CCC(CC2)C(F)(F)F)C